BrC=1C2(C3=CC=CC=C3C1)CCC(CC2)(C#N)NC2=CC(=CC=C2)Cl (1r,4r)-2'-bromo-4-(3-chloroanilino)spiro[cyclohexane-1,1'-indene]-4-carbonitrile